ethyl 4-(1-(4-((5-chloro-3-fluoropyridin-2-yl) oxy)-3-fluorophenyl)-1H-1,2,3-triazol-4-yl)-3-hydroxybutyrate ClC=1C=C(C(=NC1)OC1=C(C=C(C=C1)N1N=NC(=C1)CC(CC(=O)OCC)O)F)F